6-(2-(3-fluorophenyl)-2-hydroxyacetyl)-2-(1-phenylcyclopropyl)-5,6,7,8-tetrahydropyrido[4,3-d]pyrimidin-4(3H)-one FC=1C=C(C=CC1)C(C(=O)N1CC2=C(N=C(NC2=O)C2(CC2)C2=CC=CC=C2)CC1)O